ClC=1C=C(C=C(C1OC1=NC=C(C(=C1)SC)OC)Cl)N1N=C(C(NC1=O)=O)C#N 2-[3,5-dichloro-4-[(5-methoxy-4-methylsulfanyl-2-pyridyl)oxy]phenyl]-3,5-dioxo-1,2,4-triazine-6-carbonitrile